5-Amino-1-(3-hydroxy-3-methyl-butyl)-3-methyl-benzimidazol-2-one NC1=CC2=C(N(C(N2C)=O)CCC(C)(C)O)C=C1